FC=1C=C(C=C(C1C=1C(=NN2C=NC(=CC21)C2=CC(=C(C=C2)F)C(F)(F)F)C(C)C)F)O 3,5-difluoro-4-(5-(4-fluoro-3-(trifluoromethyl)phenyl)-2-(propan-2-yl)-pyrazolo[1,5-c]pyrimidin-3-yl)phenol